1-benzyl-6-bromo-3-phenyl-1H-pyrazolo[3,4-d]pyrimidine C(C1=CC=CC=C1)N1N=C(C=2C1=NC(=NC2)Br)C2=CC=CC=C2